[Cl-].C(C)(C)(C)C=1C=C(C=O)C=C(C1O)C(C)(C)C 3,5-bis(tert-butyl)-4-hydroxybenzaldehyde chloride